ClC1=CC=CC(=N1)C(=O)N1C2(CCCC2)C(C(CC1)(F)F)O (6-chloropyridin-2-yl)(9,9-difluoro-10-hydroxy-6-azaspiro[4.5]decan-6-yl)methanone